4-Hydroxy-6-methoxy-1-methyl-2-oxo-1,2-dihydroquinoline-3-carbonitrile OC1=C(C(N(C2=CC=C(C=C12)OC)C)=O)C#N